7-hydroxy-8-propylchroman-4-one OC1=CC=C2C(CCOC2=C1CCC)=O